(R)-4-(2-Amino-2-methylpropanoyl)-N-(1-(4-(2-(3-aminopyrrolidin-1-yl)ethyl)phenyl)-2-oxo-1,2-dihydropyrimidin-4-yl)piperazine-1-carboxamide trifluoroacetate salt FC(C(=O)O)(F)F.NC(C(=O)N1CCN(CC1)C(=O)NC1=NC(N(C=C1)C1=CC=C(C=C1)CCN1C[C@@H](CC1)N)=O)(C)C